3-iodo-7-methoxy-1H-pyrrolo[2,3-c]pyridine IC1=CNC2=C(N=CC=C21)OC